N-[(2,8-dichloroquinolin-7-yl)methyl]-N-(2-methanesulfonylphenyl)pyridine-3-carboxamide ClC1=NC2=C(C(=CC=C2C=C1)CN(C(=O)C=1C=NC=CC1)C1=C(C=CC=C1)S(=O)(=O)C)Cl